CC1=C(OCC2C3C=CC(C2)C3)C=CC=C1 5-(o-methylphenoxymethyl)-bicyclo[2.2.1]Hept-2-ene